CN1N=NC(=C1)C=1C=C2C=C(N=CC2=CC1)NC(CN1CCCC1)=O N-(6-(1-methyl-1H-1,2,3-triazol-4-yl)isoquinolin-3-yl)-2-(pyrrolidin-1-yl)acetamide